Tert-Butyl N-methyl-N-(3-prop-2-ynoxycyclobutyl)carbamate CN(C(OC(C)(C)C)=O)C1CC(C1)OCC#C